(1R,3S,5R)-2-(2-(4-amino-1H-pyrazolo[3,4-d]pyrimidin-1-yl)acetyl)-N-(6-bromopyridin-2-yl)-2-azabicyclo[3.1.0]hexane-3-carboxamide NC1=C2C(=NC=N1)N(N=C2)CC(=O)N2[C@@H]1C[C@@H]1C[C@H]2C(=O)NC2=NC(=CC=C2)Br